Cl.OC1=C(C=CC=C1)C=1C=C2C(=NNC2=CC1)NC(=O)C1CCN(CC1)C N-[5-(2-hydroxyphenyl)-1H-indazol-3-yl]-1-methylpiperidine-4-carboxamide hydrochloride